(4-(bis(4-methoxyphenyl)amino)phenyl)-benzofuran-6-formaldehyde COC1=CC=C(C=C1)N(C1=CC=C(C=C1)C=1OC2=C(C1)C=CC(=C2)C=O)C2=CC=C(C=C2)OC